3-(quinolin-3-yl)-3-(2-(3-(5,6,7,8-tetrahydro-1,8-naphthyridin-2-yl)propyl)-2-azaspiro[3.3]hept-6-yl)propionic acid N1=CC(=CC2=CC=CC=C12)C(CC(=O)O)C1CC2(CN(C2)CCCC2=NC=3NCCCC3C=C2)C1